Methyl 1-(tert-Butoxycarbonyl)-(4R)-4-hydroxypyrrolidine-2-carboxylate C(C)(C)(C)OC(=O)N1C(C[C@H](C1)O)C(=O)OC